C12(CC3CC(CC(C1)C3)C2)C(=O)Br 1-adamantyl-bromoketone